C1(=CC=CC=C1)C=1C(=NC=CC1C1=CC=C(C=C1)C1=NC=CC=C1)N1C2=CC=C(C=C2C=2C=C(C=CC12)N1C2=CC=CC=C2C=2C=CC=CC12)N1C2=CC=CC=C2C=2C=CC=CC12 9'-(3-phenyl-4-(4-(pyridin-2-yl)phenyl)pyridin-2-yl)-9'H-9,3':6',9''-tercarbazole